C(C)(=O)NC1=CN(C2=CC=C(C=C12)C=C)C(=O)OC(C)(C)C tert-Butyl 3-acetamido-5-ethenylindole-1-carboxylate